F[C@H]1CN(C[C@@H]1NC1=NC(=CC=C1)C1=CN=C2N1C=CC(=C2)C=O)C(=O)OC(C)(C)C tert-butyl (3S,4S)-3-fluoro-4-[[6-(7-formylimidazo[1,2-a]pyridin-3-yl)-2-pyridyl]amino]pyrrolidine-1-carboxylate